1'-(2-(2,6-dioxopiperidin-3-yl)-6-fluoro-1,3-dioxoisoindolin-5-yl)-[4,4'-Bipiperidine]-1-carboxylate O=C1NC(CCC1N1C(C2=CC(=C(C=C2C1=O)N1CCC(CC1)C1CCN(CC1)C(=O)[O-])F)=O)=O